7-(3-Aminophenyl)-5-(2-aminopyridin-4-yl)-1H-indazol-3-amine NC=1C=C(C=CC1)C=1C=C(C=C2C(=NNC12)N)C1=CC(=NC=C1)N